CN(C1=CC=C(C=C1)N)C 4-N,4-N-dimethylbenzene-1,4-diamine